bromophosphine BrP